N1-(3-fluoro-2-(methylamino)phenyl)-N4,N4-dimethylbenzene-1,4-disulfonamide FC=1C(=C(C=CC1)NS(=O)(=O)C1=CC=C(C=C1)S(=O)(=O)N(C)C)NC